C1(CC1)NC(C1=NC=C(C=C1)O[C@@H]1[C@H](NC1)C)=O N-cyclopropyl-5-(((2R,3S)-2-methylazetidin-3-yl)oxy)picolinamide